CC1(C2CC=C(C1C2)CC(C=O)(C)C)C 3-(6,6-dimethylbicyclo[3.1.1]hept-2-en-2-yl)-2,2-dimethylpropionaldehyde